Cholesterol margarate C(CCCCCCCCCCCCCCCC)(=O)O[C@@H]1CC2=CC[C@H]3[C@@H]4CC[C@H]([C@@H](CCCC(C)C)C)[C@]4(CC[C@@H]3[C@]2(CC1)C)C